3-[(Cyclopropylmethyl){2-[4-([1,3]thiazolo[5,4-c]pyridin-2-yloxy)phenoxy]ethyl}amino]propan C1(CC1)CN(CCC)CCOC1=CC=C(C=C1)OC=1SC=2C=NC=CC2N1